oleic acid 2-octyldodecyl ester C(CCCCCCC)C(COC(CCCCCCC\C=C/CCCCCCCC)=O)CCCCCCCCCC